ClC1=CC(=C(C=C1)C1C(C(N(C1CC(C)(C)C)CC(F)F)C(=O)O)C1=CC(=CC=C1)Cl)F 4-(4-chloro-2-fluorophenyl)-3-(3-chlorophenyl)-1-(2,2-difluoroethyl)-5-neopentylpyrrolidine-2-carboxylic acid